C(C)N1[C@@H](CCC[C@@H]1C)C (2R,6S)-1-ethyl-2,6-dimethylpiperidin